ClC1=C(C=CC=C1)S(=O)C 1-chloro-2-(methylsulfinyl)benzene